C(C)(C)(C)OC(=O)OC1=NN2C(C=CC=C2)=C1C(=O)OCC Ethyl 2-((tert-butoxycarbonyl)oxy)pyrazolo[1,5-a]pyridine-3-carboxylate